NC1=C2C(=NC=N1)N(N=C2C#CC2=CC(=CC(=C2)OC)Cl)[C@@H]2CN(CC2)C(C=C)=O (S)-1-(3-(4-amino-3-((3-chloro-5-methoxyphenyl)ethynyl)-1H-pyrazolo[3,4-d]pyrimidin-1-yl)pyrrolidin-1-yl)prop-2-en-1-one